C1(CC1)C=1C=C(C=2N(C1)C=C(N2)CNC2=CC(=NC=N2)NC(=O)[C@@H]2[C@H](C2)C2=NC=CC(=N2)C)N2C(CCC2)=O |r| rac-(1S*,2S*)-N-(6-(((6-cyclopropyl-8-(2-oxopyrrolidin-1-yl)imidazo[1,2-a]pyridin-2-yl)methyl)amino)pyrimidin-4-yl)-2-(4-methylpyrimidin-2-yl)cyclopropane-1-carboxamide